COC1=CC=C(C=C1)C(OC[C@H]1C=C[C@H]([C@@H]1O)N1C2=NC=NC(=C2N=C1)NC(C1=CC=CC=C1)=O)(C1=CC=CC=C1)C1=CC=C(C=C1)OC N-(9-((1R,4R,5R)-4-((bis(4-methoxyphenyl)(phenyl)methoxy)methyl)-5-hydroxycyclopent-2-en-1-yl)-9H-purin-6-yl)benzamide